N-(4-(4-amino-5-(2-(1-methylcyclopropyl)benzo[d]thiazol-6-yl)pyrazolo[5,1-f][1,2,4]triazin-6-yl)phenyl)acrylamide NC1=NC=NN2C1=C(C(=N2)C2=CC=C(C=C2)NC(C=C)=O)C2=CC1=C(N=C(S1)C1(CC1)C)C=C2